2-Methoxy-6-(2-oxoazetidin-1-yl)-1-naphthaldehyde COC1=C(C2=CC=C(C=C2C=C1)N1C(CC1)=O)C=O